1H-pyrrolo[3,2-b]pyridin-6-ylethanone N1C=CC2=NC=C(C=C21)C(C)=O